NC=1C=C(C(=NC1Cl)C1=NC(=NC(=N1)NC(C(F)F)C)NC(C(F)F)C)F 6-(5-amino-6-chloro-3-fluoropyridin-2-yl)-N2,N4-bis(1,1-difluoropropan-2-yl)-1,3,5-triazine-2,4-diamine